COCC(=O)N([C@@H](C)C(=O)OC)C1=C(C=CC=C1C)C |r| methyl N-(methoxyacetyl)-N-(2,6-xylyl)-DL-alaninate